N1([C@@H](CCC1)C(=O)O)N[C@@H](CCCCN)C(=O)O prolinolysine